ClC=1C=C(OC2=C(C3=C(CN(S3)C)C=C2)C)C=CC1F 6-(3-chloro-4-fluorophenoxy)-2,7-dimethylbenzo[d]isothiazole